(S)-8-(2-amino-6-((R)-2,2,2-trifluoro-1-(4-(3-methyl-1H-indazol-6-yl)-2-(3-methyl-1H-pyrazol-1-yl)phenyl)ethoxy)pyrimidin-4-yl)-2,8-diazaspiro[4.5]decane-3-carboxylic acid NC1=NC(=CC(=N1)N1CCC2(C[C@H](NC2)C(=O)O)CC1)O[C@@H](C(F)(F)F)C1=C(C=C(C=C1)C1=CC=C2C(=NNC2=C1)C)N1N=C(C=C1)C